C(OC[C@]1(O[C@H](C[C@@H]1O)N1C=CC2=C1N=C(N=C2N)Cl)C#C)(OC(C)C)=O ((2R,3S,5R)-5-(4-amino-2-chloro-7H-pyrrolo[2,3-d]pyrimidin-7-yl)-2-ethynyl-3-hydroxytetrahydrofuran-2-yl)methyl isopropyl carbonate